(R)-1-(3-chloro-3'-(5-(3,4-dimethylpiperazin-1-yl)pyridin-3-yl)-5'-fluoro-2'-hydroxy-[1,1'-biphenyl]-4-yl)-3-methyl-1H-imidazol-2(3H)-one ClC=1C=C(C=CC1N1C(N(C=C1)C)=O)C1=C(C(=CC(=C1)F)C=1C=NC=C(C1)N1C[C@H](N(CC1)C)C)O